3-(2,6-difluoro-3,5-dimethoxyphenyl)-7-(1,3-dimethyl-1H-pyrazol-4-yl)-1-(1-methyl-1H-pyrazol-4-yl)-3,4-dihydropyrido[4,3-d]pyrimidin-2(1H)-one FC1=C(C(=C(C=C1OC)OC)F)N1C(N(C2=C(C1)C=NC(=C2)C=2C(=NN(C2)C)C)C=2C=NN(C2)C)=O